ClC1=CC=C(C=C1)C1=NC2=CC=CC=C2C2=C1N(C=1C=CC=CC12)C1=NC=CC=C1 6-(4-chlorophenyl)-7-(pyridin-2-yl)-7H-indolo[2,3-c]quinoline